C1(=C(C=CC=C1)CC(=O)N1CCC=2C1=CN=CC2C2=CC=C(C#N)C=C2)C 4-{1-(2-[o-tolyl]acetyl)-2,3-dihydro-1H-pyrrolo[2,3-c]pyridine-4-yl}benzonitrile